N-((2S,3R)-1-(((R)-1-((5R,7R)-5,7-dimethyl-4-oxo-1,3,6,2-dioxazaborocan-2-yl)-3-methylbutyl)amino)-3-hydroxy-1-oxobutan-2-yl)-6-phenylpicolinamide C[C@@H]1C(OB(OC[C@H](N1)C)[C@H](CC(C)C)NC([C@H]([C@@H](C)O)NC(C1=NC(=CC=C1)C1=CC=CC=C1)=O)=O)=O